indazole-2-yl-indazole N=1N(C=C2C=CC=CC12)C1=NNC2=CC=CC=C12